C(#N)C1=C(C=CC(=C1OC=1C=C2C(N(C=NC2=CC1)[C@H]1COC2(C1)CCNCC2)=O)F)NS(=O)(=O)C2CCCCC2 N-[2-cyano-4-fluoro-3-[3-[(3R)-1-oxa-8-azaspiro[4.5]decan-3-yl]-4-oxo-quinazolin-6-yl]oxy-phenyl]cyclohexanesulfonamide